2-(4-(2-(4-chloro-1H-1,2,3-triazol-1-yl)-5-methylphenyl)-2,5-dioxopiperazin-1-yl)-3-phenylpropanoic acid ClC=1N=NN(C1)C1=C(C=C(C=C1)C)N1CC(N(CC1=O)C(C(=O)O)CC1=CC=CC=C1)=O